2-t-butylcyclohexyl acrylate C(C=C)(=O)OC1C(CCCC1)C(C)(C)C